C(C)N(CC(=O)O)C(C1=NC=C(C(=C1OCC1=CC=CC=C1)C1CC1)C1=CC(=CC=C1)Cl)=O.BrC1=C(C(=C(C(=O)N2CCN(CC2)C(C=C)=O)C=C1Cl)NC)F 1-(4-(4-bromo-5-chloro-3-fluoro-2-(methylamino)benzoyl)piperazin-1-yl)prop-2-en-1-one ethyl-(3-(benzyloxy)-5-(3-chlorophenyl)-4-cyclopropylpicolinoyl)glycinate